C(#N)C=1C=C(C=C(C1)F)[C@@H]1CC=NN1C(=O)N1CCN(CC1)C1=NC=C(C(=N1)C=1C(=NNC1C)C(=O)OCC)F ethyl (S)-4-(2-(4-(5-(3-cyano-5-fluorophenyl)-4,5-dihydro-1H-pyrazole-1-carbonyl)piperazin-1-yl)-5-fluoropyrimidin-4-yl)-5-methyl-1H-pyrazole-3-carboxylate